lithium diethylene glycol isophthalate C(C1=CC(C(=O)[O-])=CC=C1)(=O)[O-].C(COCCO)O.[Li+].[Li+]